ClC1=C(C(=CC=C1Cl)OC)[C@H]1C[C@@H]2N(C([C@@H](N(C2)C(CO)=O)C)=O)CC1 (3S,8R,9aS)-8-(2,3-dichloro-6-methoxyphenyl)-2-(2-hydroxyacetyl)-3-methyl-hexahydro-1H-pyrido[1,2-a]pyrazin-4-one